C(\C(\C)=C/C)(=O)O.C=CCCCCCCCCCCC 2E-tridecene angelate